2-Dehydro-3-deoxy-6-phosphogalactonat P(=O)(O)(O)OC[C@H]([C@@H](CC(C(=O)[O-])=O)O)O